C(CCCCCCC\C=C/C\C=C/CCCCC)(=O)OCC(COC(=O)OCCN(C)C)COC(\C=C(\CCCCCCCC)/CCCCCC)=O (((2-(dimethylamino)ethoxy)carbonyl)oxy)-2-((((E)-3-hexylundec-2-enoyl)oxy)methyl)propyl (9Z,12Z)-octadeca-9,12-dienoate